[Si](C)(C)(C(C)(C)C)ON=C1N(CCC(C1)C1(C(NC2=CC=CC=C12)CC(=O)[O-])C=O)S(=O)(=O)C1=CC=C(C=C1)C (3Z)-3-({[tert-butyl(dimethyl)silyl]oxy}imino-1-[(4-methylphenyl)sulfonyl]piperidin-4-yl)(3-formyl-1H-indol-2-yl)acetate